N-(2-(1-(3-((2,6-dioxopiperidin-3-yl)amino)benzyl)piperidin-4-yl)-5-(2-hydroxypropane-2-yl)benzo[d]oxazol-6-yl)-6-(trifluoromethyl)nicotinamide O=C1NC(CCC1NC=1C=C(CN2CCC(CC2)C=2OC3=C(N2)C=C(C(=C3)NC(C3=CN=C(C=C3)C(F)(F)F)=O)C(C)(C)O)C=CC1)=O